BrC1=CC=C(C=N1)N(C(C)=O)O N-(6-bromopyridin-3-yl)-N-hydroxyacetamide